Methyl 4-((4-(((tert-butoxycarbonyl)(2-(4-fluorophenyl)cyclopropyl)amino) methyl)piperidine-1-carboxamido)methyl)benzoate C(C)(C)(C)OC(=O)N(C1C(C1)C1=CC=C(C=C1)F)CC1CCN(CC1)C(=O)NCC1=CC=C(C(=O)OC)C=C1